(2R,3R)-3-[(4R)-4-ethyl-2-imino-4-methyl-6-oxo-hexahydropyrimidin-1-yl]-N-[(3S,4R)-3-hydroxy-2,2-dimethyl-chroman-4-yl]-2-methyl-indane-5-carboxamide C(C)[C@]1(NC(N(C(C1)=O)[C@@H]1[C@@H](CC2=CC=C(C=C12)C(=O)N[C@H]1[C@@H](C(OC2=CC=CC=C12)(C)C)O)C)=N)C